4-(4-fluoro-3,3-dimethylpyrrolidin-1-yl)-2-methyl-6-(5-(1-methylcyclopropoxy)-1-(tetrahydro-2H-pyran-2-yl)-1H-indazol-3-yl)pyridazin-3(2H)-one FC1C(CN(C1)C=1C(N(N=C(C1)C1=NN(C2=CC=C(C=C12)OC1(CC1)C)C1OCCCC1)C)=O)(C)C